NC1=NC(=C(C=C1C=1C=C2C(=CC1)C(NCC21COC1)=O)C1=CC=C(C=C1)N1CCN(CC1)C(C)C)F 6-(2-amino-6-fluoro-5-(4-(4-isopropylpiperazin-1-yl)phenyl)pyridin-3-yl)-2,3-dihydro-1H-spiro[isoquinoline-4,3'-oxetan]-1-one